CC(CCOC(CCCCCCC)=O)CCC=C(C)C octanoic acid 3,7-dimethyloct-6-en-1-yl ester